1-(4-((6-(1H-indazol-6-yl)-[1,2,4]triazolo[1,5-a]pyrazin-8-yl)amino)-2-methoxyphenyl)-4-methylpiperidin-4-ol N1N=CC2=CC=C(C=C12)C=1N=C(C=2N(C1)N=CN2)NC2=CC(=C(C=C2)N2CCC(CC2)(O)C)OC